[(trideutero)methyloxy]isoquinoline-6-carboxamide [2H]C(OC1=NC=CC2=CC(=CC=C12)C(=O)N)([2H])[2H]